COC=1C=C(C=CC1OC)C1=CC(=NC(=C1C#N)OC)C=1SC=CC1 4-(3,4-Dimethoxy-phenyl)-2-methoxy-6-thiophen-2-yl-nicotinonitrile